5-(2,2-dibromovinyl)spiro[2.3]hexane BrC(=CC1CC2(CC2)C1)Br